tert-butyl trans-3-amino-4-(trifluoromethyl)pyrrolidine-1-carboxylate N[C@@H]1CN(C[C@H]1C(F)(F)F)C(=O)OC(C)(C)C